nonadecyl 4-iodobutyrate ICCCC(=O)OCCCCCCCCCCCCCCCCCCC